FC=1C=C(C=C(C1)C1(CC(C1)(C)OC)C1=CN=C(N1)C1=C(C=CC(=C1)OC=1C(=C2C=CNC2=CC1F)S(=O)(=O)C)F)CCC(=O)O 3-(3-Fluoro-5-((1r,3r)-1-(2-(2-fluoro-5-((6-fluoro-4-(methylsulfonyl)-1H-indol-5-yl)oxy)phenyl)-1H-imidazol-5-yl)-3-methoxy-3-methylcyclobutyl)phenyl)propanoic acid